N4-(4-([1,2,4]Triazolo[1,5-a]pyridin-7-yloxy)-2-methoxy-5-methylphenyl)-7-(4-morpholinopiperidin-1-yl)quinazoline-4,6-diamine N=1C=NN2C1C=C(C=C2)OC2=CC(=C(C=C2C)NC2=NC=NC1=CC(=C(C=C21)N)N2CCC(CC2)N2CCOCC2)OC